(M)-3-Cyano-4-(3-hydroxy-2,6-dimethylphenyl)-1,2-dimethyl-1H-pyrrolo[2,3-b]pyridine-6-carboxamide C(#N)C1=C(N(C2=NC(=CC(=C21)C2=C(C(=CC=C2C)O)C)C(=O)N)C)C